dibenzo[b,d]furan-3-carboxylic acid methyl ester COC(=O)C=1C=CC2=C(OC3=C2C=CC=C3)C1